NC1=NC=C2N(C(N(C2=N1)[C@@H]1O[C@@H]([C@H]([C@H]1O)F)CO)=O)CC1=CC(=CC=C1)OC 2-Amino-9-((2R,3S,4S,5R)-4-fluoro-3-hydroxy-5-(hydroxymethyl)tetrahydrofuran-2-yl)-7-(3-methoxybenzyl)-7,9-dihydro-8H-purin-8-on